(3-((1H-imidazo[1,2-b]-pyrazol-1-yl)methyl)-bicyclo[1.1.1]pentan-1-yl)(5-(3,5-difluorophenyl)-4,5-dihydro-1H-pyrazol-1-yl)methanone N1(C=CN2N=CC=C21)CC21CC(C2)(C1)C(=O)N1N=CCC1C1=CC(=CC(=C1)F)F